C(C)C(CC)(CCCCCCCCCCCCC)C1=NOC(N1)=O 3-(3-ethylhexadecan-3-yl)-1,2,4-oxadiazol-5(4H)-one